isopropyl 2-{[(S)-[(2R,5R)-2-ethynyl-5-(5-methyl-2,4-dioxo-3H-pyrimidin-1-yl)-5H-furan-2-yl] methoxy (phenoxy) phosphoryl] amino}-2-methylpropionate C(#C)[C@@]1(O[C@H](C=C1)N1C(NC(C(=C1)C)=O)=O)CO[P@](=O)(OC1=CC=CC=C1)NC(C(=O)OC(C)C)(C)C